N1(N=NC2=C1C=CC=C2)C(C(=O)N2[C@@H](C[C@H](C2)O)C(=O)NC)C(C)C (2S,4R)-1-(2-(1H-benzo[d][1,2,3]triazol-1-yl)-3-methylbutanoyl)-4-hydroxy-N-methylpyrrolidine-2-carboxamide